7-Amino-3-((S)-1-((E)-3-((R)-azetidin-2-yl)acryloyl)piperidin-3-yl)-1-(4-(2-fluorophenoxy)phenyl)-1,5-dihydro-4H-pyrrolo[2,3-d]pyridazin-4-on NC1=NNC(C2=C1N(C=C2[C@H]2CN(CCC2)C(\C=C\[C@@H]2NCC2)=O)C2=CC=C(C=C2)OC2=C(C=CC=C2)F)=O